C(CC)(=O)ONC1=C2C(=NC=C1[N+](=O)[O-])N(C=C2)S(=O)(=O)C2=CC=CC=C2 ((5-nitro-1-(phenylsulfonyl)-1H-pyrrolo[2,3-b]pyridin-4-yl) amino) propionate